2-((R)-2-((R)-1-(2-(2,5-dichlorobenzamido)acetamido)-3-methylbutyl)-4-(2-(methylamino)-2-oxoethyl)-5-oxo-1,3,2-dioxaborolan-4-yl)acetic acid ClC1=C(C(=O)NCC(=O)N[C@@H](CC(C)C)B2OC([C@@](O2)(CC(=O)NC)CC(=O)O)=O)C=C(C=C1)Cl